C(C(C)(C)C)C1=NC=C(C=N1)COC1=CC=C(C=C1)C=1C=C(C(NC1C(F)(F)F)=O)C(=O)N 5-(4-((2-neopentylpyrimidin-5-yl)methoxy)phenyl)-2-oxo-6-(trifluoromethyl)-1,2-dihydropyridine-3-carboxamide